FC=1C=C2C(N(CN(C2=CC1F)C1=C(C=C(C=C1)F)C)C1=C(NC(C=C1)=O)C)=O 6,7-difluoro-1-(4-fluoro-2-methylphenyl)-3-(2-methyl-6-oxo-1,6-dihydropyridin-3-yl)-2,3-dihydroquinazolin-4(1H)-one